C(C)(C)(C)NC(C(F)(F)C1=C(C(=CN1C)C(=O)NC1=CC(=C(C=C1)F)C)C)=O 5-(2-(tert-butylamino)-1,1-difluoro-2-oxoethyl)-N-(4-fluoro-3-methylphenyl)-1,4-dimethyl-1H-pyrrole-3-carboxamide